(R)-3-(3-cyano-6-methyl-4-(trifluoromethyl)pyridin-2-yl)-N-methyl-N-(m-tolyl)thiazolidine-2-carboxamide C(#N)C=1C(=NC(=CC1C(F)(F)F)C)N1[C@H](SCC1)C(=O)N(C=1C=C(C=CC1)C)C